C(C)OC1=CC=C(C=C1)SC1=C(N=NN1)C(=O)O 5-((4-ethoxyphenyl)thio)-1H-1,2,3-triazole-4-carboxylic acid